COC1=CC=C(C=C1)C(CCC1=CC(=CC=C1)C)=O 1-(4-methoxyphenyl)-3-(3-methylphenyl)propan-1-one